Pyridinium propanesulfonate C(CC)S(=O)(=O)[O-].[NH+]1=CC=CC=C1